(S)-N-(7-((1-hydroxycyclopentyl)ethynyl)-5-methyl-4-oxo-2,3,4,5-tetrahydrobenzo[b][1,4]oxazepin-3-yl)-4-phenoxypicolinamide OC1(CCCC1)C#CC1=CC2=C(OC[C@@H](C(N2C)=O)NC(C2=NC=CC(=C2)OC2=CC=CC=C2)=O)C=C1